N[C@H](CN[C@H](C(=O)OC)C[C@H]1C(NCC1)=O)CC(C)(C)C (S)-methyl 2-(((S)-2-amino-4,4-dimethylpentyl)amino)-3-((S)-2-oxopyrrolidin-3-yl)propanoate